C1(CC1)C=1C=NC(=C(C(=O)O)C1)NC=1C=C2C=CN(C2=CC1)CC1=CC(=CC=C1)F 5-cyclopropyl-2-((1-(3-fluorobenzyl)-1H-indol-5-yl)amino)nicotinic acid